triazolo[4,5-b]pyridin-3-yl 5-fluoropyrazolo[1,5-a]pyridine-3-carboxylate FC1=CC=2N(C=C1)N=CC2C(=O)ON2N=NC=1C2=NC=CC1